(3R,7R)-2-(3,4-dichlorobenzoyl)-9-(1-(6-(N,S-dimethylsulfonimidoyl)pyridin-3-yl)ethyl)-3,7-dimethyl-1,2,3,4,8,9-hexahydropyrido[4',3':3,4]pyrazolo[1,5-a]pyrazin-10(7H)-one ClC=1C=C(C(=O)N2CC=3C(=NN4C3C(N(C[C@H]4C)C(C)C=4C=NC(=CC4)S(=O)(=NC)C)=O)C[C@H]2C)C=CC1Cl